(((1-(5-(1-ethyl-1H-pyrazol-3-yl)-1,2,4-oxadiazol-3-yl)-1,2,3,4-tetrahydroquinolin-6-yl)methyl)amino)propionic acid C(C)N1N=C(C=C1)C1=NC(=NO1)N1CCCC2=CC(=CC=C12)CNC(C(=O)O)C